C1(CC1)[C@H](C)C=1C(=C2CCC2=CC1)NC(=O)N[S@@](=O)(=N)C1=CN=C(S1)C(C)(C)O (S)-N-((3-((S)-1-cyclopropylethyl)bicyclo[4.2.0]octa-1,3,5-trien-2-yl)carbamoyl)-2-(2-hydroxypropan-2-yl)thiazole-5-sulfonimidamide